C(C)(C)(C)N1N=C(C=C1C1OCC(C1)=O)NC(CC1=CC(=NO1)C)=O N-(1-(tert-butyl)-5-(4-oxotetrahydrofuran-2-yl)-1H-pyrazol-3-yl)-2-(3-methylisoxazol-5-yl)acetamide